CC1=C(C#N)C=CC(=C1)C=1N(C=C(N1)C(F)(F)F)C 2-methyl-4-(1-methyl-4-(trifluoromethyl)-1H-imidazol-2-yl)benzonitrile